(1R,2S,5S)-N-((S)-1-Cyano-2-(6-methyl-2-oxo-1,2-dihydroquinolin-3-yl)ethyl)-6,6-dimethyl-3-(2-(3-(trifluoromethyl)isoxazol-5-yl)acetyl)-3-azabicyclo[3.1.0]hexane-2-carboxamide C(#N)[C@H](CC=1C(NC2=CC=C(C=C2C1)C)=O)NC(=O)[C@@H]1[C@H]2C([C@H]2CN1C(CC1=CC(=NO1)C(F)(F)F)=O)(C)C